CC1=NC(=CC(=N1)NC1=CC2=C(C=N1)C(=NN2C2=CC=C(C(=O)N)C=C2)OCOCC[Si](C)(C)C)C 4-(6-((2,6-dimethylpyrimidin-4-yl)amino)-3-((2-(trimethylsilyl)ethoxy)methoxy)-1H-pyrazolo[4,3-c]pyridin-1-yl)benzamide